N[C@H]1[C@@H]2N(C[C@H]1CC2)C(=O)C2=CC1=C(N(C(=N1)C=1N(C3=CC(=CC=C3C1)C=1C=C3C(=NC1)NC(N3)=O)CC3CC3)C)C(=C2)OC 6-(2-{5-[(1R,4R,7R)-7-amino-2-azabicyclo[2.2.1]heptane-2-carbonyl]-7-methoxy-1-methyl-1H-1,3-benzodiazol-2-yl}-1-(cyclopropylmethyl)-1H-indol-6-yl)-1H,2H,3H-imidazo[4,5-b]pyridin-2-one